6-(2-amino-5-(3-((dimethylamino)methyl)-4-(tetrahydrofuran-3-yl)phenyl)-6-fluoropyridin-3-yl)-7-fluoro-3,4-dihydroisoquinolin-1(2H)-one NC1=NC(=C(C=C1C=1C=C2CCNC(C2=CC1F)=O)C1=CC(=C(C=C1)C1COCC1)CN(C)C)F